C(C)OC(=O)C1CCCCCCCC(N=NCCCC1)C(=O)OC(C)(C)C diazacyclopentadec-ene-3,11-dicarboxylic acid 3-tert-butyl ester 11-ethyl ester